4-(8-(1-Methyl-1H-pyrazol-5-yl)-3-(1H-pyrazol-5-yl)-[1,2,4]triazolo[4,3-b]pyridazin-6-yl)morpholine CN1N=CC=C1C=1C=2N(N=C(C1)N1CCOCC1)C(=NN2)C2=CC=NN2